methyl (2R,3S,5R)-2-(((6-(5-fluoro-4-methoxypyrimidin-2-yl)bicyclo[4.1.0]heptan-3-yl)oxy)methyl)-5-methyl-3-(methylsulfonamido)pyrrolidine-1-carboxylate FC=1C(=NC(=NC1)C12CCC(CC2C1)OC[C@@H]1N([C@@H](C[C@@H]1NS(=O)(=O)C)C)C(=O)OC)OC